C(#N)C=1C=C2CCC(C(C2=CC1)=O)C(C(=O)OCC)=O ethyl 2-(6-cyano-1-oxo-1,2,3,4-tetrahydronaphthalen-2-yl)-2-oxoacetate